tert-butyl (4-(3-(2-aminobenzo[d]oxazol-5-yl)-4-(dimethylamino)-1H-pyrazolo[3,4-d]pyrimidin-1-yl)butyl)carbamate NC=1OC2=C(N1)C=C(C=C2)C2=NN(C1=NC=NC(=C12)N(C)C)CCCCNC(OC(C)(C)C)=O